thujene CC1C=CC2(C1C2)C(C)C